(8-((5-chloro-4-(cyclobutylamino)-7H-pyrrolo[2,3-d]pyrimidin-2-yl)amino)-2,3-dihydrobenzo[b][1,4]dioxin-5-yl)(4-morpholinopiperidin-1-yl)methanone ClC1=CNC=2N=C(N=C(C21)NC2CCC2)NC2=CC=C(C1=C2OCCO1)C(=O)N1CCC(CC1)N1CCOCC1